C(CCC)(=O)[O-].C(CCC)(=O)[O-].[Mg+2] magnesium dibutanoate